6-chloro-5-cyclopropyl-1-((2-(trimethylsilyl)ethoxy)methyl)-1H-indazol-4-ol ClC=1C(=C(C=2C=NN(C2C1)COCC[Si](C)(C)C)O)C1CC1